ClC=1C=C(C=CC1COC1=C(C=CC=C1)CCN(C1C=2C=CC(=NC2CCC1)C(=O)OCC)CCC1=CC=C(C=C1)C(=O)OC)C1=CC=C(C=C1)C(F)(F)F ethyl 5-([2-(2-{[3-chloro-4'-(trifluoromethyl)biphenyl-4-yl]methoxy}phenyl)-ethyl]{2-[4-(methoxycarbonyl)phenyl]ethyl}amino)-5,6,7,8-tetrahydroquinoline-2-carboxylate